CC1=CN=C(O1)C=1N(C=CC1)S(=O)(=O)C1=CC=C(C)C=C1 2-(5-methyl-oxazol-2-yl)-1-p-toluenesulfonyl-1H-pyrrole